C(=C)N1C(CCCC1)=O N-vinyl-piperidinone